The molecule is an organic heterotricyclic compound and guaianolide sesquiterpene lactone that is acrylic acid which is substituted at position 2 by a 4-hydroxy-3,8-bis(methylene)decahydoazulen-5-yl group and in which the hydroxy group and the carboxy group have undergone formal condensation to afford the corresponding gamma-lactone. It has a role as a metabolite, a trypanocidal drug, an antineoplastic agent, a cyclooxygenase 2 inhibitor, an antimycobacterial drug and an apoptosis inducer. It is a sesquiterpene lactone, a guaiane sesquiterpenoid, an organic heterotricyclic compound and a gamma-lactone. C=C1CC[C@@H]2[C@@H]([C@@H]3[C@H]1CCC3=C)OC(=O)C2=C